C(C)(C)(C)C1=C(N(C=2N=C(SC21)C2CC2)CC2CC2)C=O Tert-butyl-2-cyclopropyl-4-(cyclopropylmethyl)-4H-pyrrolo[2,3-d]thiazole-5-carbaldehyde